C1=NC=C(C2=CC=CC=C12)C1=CC=2C(C3=CC=CC=C3SC2C=C1)=O 2-(isoquinolin-4-yl)-9H-thioxanthen-9-one